2-amino-3-methylpyridine NC1=NC=CC=C1C